1-(4-methyl-benzyl)pseudouridine triphosphate P(O)(=O)(OP(=O)(O)OP(=O)(O)O)OC[C@@H]1[C@H]([C@H]([C@@H](O1)C1=CN(C(=O)NC1=O)CC1=CC=C(C=C1)C)O)O